3-methyl-1-(2-acetoxycarbethoxy)-3-(N,N-dimethylaminosulfonylmethyl)-2-oxo-indole CC1(C(N(C2=CC=CC=C12)C(=O)OCCOC(C)=O)=O)CS(=O)(=O)N(C)C